N'-(2-chloro-5-methyl-4-(3-((2-(trifluoromethyl)benzyl)oxy)oxetan-3-yl)phenyl)-N-ethyl-N-methylformimidamide ClC1=C(C=C(C(=C1)C1(COC1)OCC1=C(C=CC=C1)C(F)(F)F)C)N=CN(C)CC